C1(CC1)C=1C=C(C(=NC1)N1CCN(CC1)C(=O)C1=CC=C(C=C1)[C@@]1(C(NC(N1)=O)=O)CCC)C (R)-5-{4-[4-(5-cyclopropyl-3-methylpyridin-2-yl)piperazine-1-carbonyl]phenyl}-5-propylimidazolidine-2,4-dione